COC(C1=C(C=C(C=C1Cl)OC1=CC=CC=C1)Cl)=O 2,6-dichloro-4-phenoxybenzoic acid methyl ester